[Cl-].[Cl-].C1(=CC=CC2=CC=CC=C12)C(=[Zr+2](C1=C(C=CC=2C3=CC=C(C=C3CC12)C(C)(C)C)C(C)(C)C)C1C=CC=C1)C1=CC(=CC=C1)Cl naphthyl(m-chlorophenyl)methylene(cyclopentadienyl)(2,7-di-tert-butylfluorenyl)zirconium dichloride